[1,1'-bis(diphenylphosphino)ferrocene] dichloride [Cl-].[Cl-].C1(=CC=CC=C1)P([C-]1C=CC=C1)C1=CC=CC=C1.[C-]1(C=CC=C1)P(C1=CC=CC=C1)C1=CC=CC=C1.[Fe+2]